BrC1=CC=C(C=C1)C(C(=O)N1CCCC1)=O 1-p-bromophenyl-2-(pyrrolidin-1-yl)ethane-1,2-dione